O=C1NC=CC(=C1)NC(C1=CC=C(C=C1)C(C(F)(F)F)(F)F)=O N-(2-oxo-1,2-dihydropyridin-4-yl)-4-(perfluoroethyl)benzamide